trisilylamine [SiH3]N([SiH3])[SiH3]